[Si](C1=CC=CC=C1)(C1=CC=CC=C1)(C(C)(C)C)O[C@@H](CC1=NC(=NO1)C=1C=CC(=C(C1)NC(=O)C1=CN=C2N1C=CC(=C2)OCC)C)C(F)F (S)-N-(5-(5-(2-((tert-butyldiphenylsilyl)oxy)-3,3-difluoropropyl)-1,2,4-oxadiazol-3-yl)-2-methylphenyl)-7-ethoxyimidazo[1,2-a]pyridine-3-carboxamide